tert-butyl-(S)-(1-(4-(4-methylthiazol-5-yl)phenyl)ethyl)carboxamide C(C)(C)(C)NC(=O)[C@@H](C)C1=CC=C(C=C1)C1=C(N=CS1)C